6-Phenyl-N-(1H-pyrazol-5-ylsulfonyl)-2-(2,4,6-trimethylphenoxy)pyridin-3-carboxamid C1(=CC=CC=C1)C1=CC=C(C(=N1)OC1=C(C=C(C=C1C)C)C)C(=O)NS(=O)(=O)C1=CC=NN1